(3S)-1-[(2R)-2-[4-(2-Cyanophenyl)-2-oxo-chromen-7-yl]oxypropanoyl]piperidin C(#N)C1=C(C=CC=C1)C1=CC(OC2=CC(=CC=C12)O[C@@H](C(=O)N1CCCCC1)C)=O